(2R,3R,4R,5R)-5-(((7-hydroxy-2,2-diphenylbenzo[d][1,3]dioxol-5-carbonyl) oxy) methyl) tetrahydrofuran-2,3,4-triyltris(7-hydroxy-2,2-diphenylbenzo[d][1,3]dioxol-5-carboxylate) O1[C@H]([C@H]([C@@H](C1)C1=C(C=C(C=2OC(OC21)(C2=CC=CC=C2)C2=CC=CC=C2)O)C(=O)[O-])C2=C(C=C(C=1OC(OC12)(C1=CC=CC=C1)C1=CC=CC=C1)O)C(=O)[O-])C1=C(C=C(C=2OC(OC21)(C2=CC=CC=C2)C2=CC=CC=C2)O)C(=O)OCOC(=O)C2=CC1=C(OC(O1)(C1=CC=CC=C1)C1=CC=CC=C1)C(=C2)O